3-(3-(phenylethynyl)phenyl)furan C1(=CC=CC=C1)C#CC=1C=C(C=CC1)C1=COC=C1